Boc-(R)-3-amino-4-(2,4,5-trifluoro-phenyl)butyric acid C(=O)(OC(C)(C)C)[C@@H](C(=O)O)C(CC1=C(C=C(C(=C1)F)F)F)N